5-bromo-7-(((cyclopropylmethyl)(methyl)amino)methyl)benzofuran-3-carboxylic acid ethyl ester C(C)OC(=O)C1=COC2=C1C=C(C=C2CN(C)CC2CC2)Br